C(=O)O.FC1=C(C=C(C=C1)F)C1=C(C(=NC=C1)N1C[C@H](CC1)F)NC(C1=CN=C(C=C1)OC)=O (S)-N-(4-(2,5-difluorophenyl)-2-(3-fluoropyrrolidin-1-yl)pyridin-3-yl)-6-methoxynicotinamide formic acid salt